3-azido-1-(4-bromo-2,3-difluorophenyl)-5-methylpyrrolidin-2-one N(=[N+]=[N-])C1C(N(C(C1)C)C1=C(C(=C(C=C1)Br)F)F)=O